8-bromo-6-fluoro-N,N-dimethyl-[1,2,4]triazolo[1,5-a]pyridin-2-amine BrC=1C=2N(C=C(C1)F)N=C(N2)N(C)C